CN1C(C(CCC1=O)N1C(C2=CC=C(C=C2C1=O)N1CCNCC1)=O)=O 2-(1-methyl-2,6-dioxo-3-piperidyl)-5-piperazin-1-yl-isoindoline-1,3-dione